VINYLDITHIIN C=CC1=CC=CSS1